C(C)OCC1(CCC2(OCCO2)CC1)CO [8-(Ethoxymethyl)-1,4-dioxaspiro[4.5]decan-8-yl]methanol